FC(CO)(C1=CC(=CC=C1)[C@@H](C)NC1=NC(=NC2=CC3=C(C=C12)OCC1(CO3)COC1)C)F (R)-2,2-difluoro-2-(3-(1-((2'-methyl-7'H,9'H-spiro[oxetane-3,8'-[1,4]dioxepino[2,3-g]quinazolin]-4'-yl)amino)ethyl)phenyl)ethan-1-ol